3-isopropyl-5-(1-((4-methyl-1H-imidazol-5-yl)methyl)piperidin-4-yl)-2-(2-methylpyridin-4-yl)-1H-indole C(C)(C)C1=C(NC2=CC=C(C=C12)C1CCN(CC1)CC1=C(N=CN1)C)C1=CC(=NC=C1)C